C(C)(=O)O[C@@H]1[C@@H]([C@H](O[C@H]1N1C2=NC(=NC=C2N(C1=O)CC1=CC(=CC=C1)C#N)N)COC(C)=O)F ((2R,3R,4S,5R)-4-acetoxy-5-(2-amino-7-(3-cyanobenzyl)-8-oxo-7,8-dihydro-9H-purin-9-yl)-3-fluorotetrahydrofuran-2-yl)methylacetat